galloyl-D-glucose [2H]C1=C(C=C(C(=O)C1=O)O)/C(=C(/[C@@H]([C@H]([C@@H]([C@@H](CO)O)O)O)O)\O)/O